ONC(=O)C=1C=CC2=CN(N=C2C1)CC1=CC2=CC=CC=C2C=C1 2-naphthalen-2-ylmethyl-2H-indazole-6-carboxylic acid hydroxyamide